(2S)-2-[ethyl(9H-fluoren-9-ylmethoxycarbonyl)amino]propanoic acid C(C)N([C@H](C(=O)O)C)C(=O)OCC1C2=CC=CC=C2C=2C=CC=CC12